BrC=1C(=CC(=NC1C1=CC(=C(C=C1)C#N)F)N1CCC(CC1)NCC1=CC=C(C=C1)/C=C/C(=O)OC)C#N Methyl (E)-3-(4-(((1-(5-bromo-4-cyano-6-(4-cyano-3-fluorophenyl)pyridin-2-yl)piperidine-4-yl)amino)methyl)phenyl)acrylate